Cl.C(CC)(=O)O.NC(S)=[NH2+] isothiouronium propionic acid hydrochloride